ClC1=C(C=CC(=C1)C1=NOC(=N1)C)C1=CC=C(C=C1)C(=O)NC1=NC(=C(C=C1)C#N)OCCN(C)C 2'-chloro-N-(5-cyano-6-(2-(dimethylamino)ethoxy)pyridin-2-yl)-4'-(5-methyl-1,2,4-oxadiazol-3-yl)-[1,1'-biphenyl]-4-carboxamide